FC=1C=C(C=C(C1)F)[C@@H]1CC[C@H]2OC3(C(N21)=O)CCN(CC3)C3=CC(=C(C=N3)C#N)OC 6-[(5'S,7a'R)-5'-(3,5-difluorophenyl)-3'-oxotetrahydro-1H,3'H-spiro[piperidine-4,2'-pyrrolo[2,1-b][1,3]oxazol]-1-yl]-4-methoxypyridine-3-carbonitrile